5-(2-chloro-5-fluoropyrimidin-4-yl)-N,N-dimethylbenzothiazol-2-amine ClC1=NC=C(C(=N1)C=1C=CC2=C(N=C(S2)N(C)C)C1)F